N1C=NC(=C1)C1=CC=C(O1)C1=NC(=NC=C1C1=CN=CS1)NC1=CC=C(C=C1)N1CCN(CC1)C 4-(5-(1H-imidazol-4-yl)furan-2-yl)-N-(4-(4-methylpiperazin-1-yl)phenyl)-5-(thiazol-5-yl)pyrimidin-2-amine